C(C1=CC=CC=C1)OC1=CC(=CC(=C1)C(F)(F)F)F 1-(Benzyloxy)-3-fluoro-5-(trifluoromethyl)benzene